Boc-3,4,5-trifluoro-L-phenylalanine C(=O)(OC(C)(C)C)N[C@@H](CC1=CC(=C(C(=C1)F)F)F)C(=O)O